titanium-nickel hydroxide [Ni](O)O.[Ti]